[C@H]12CNC[C@H](CC1)N2C2=C1C(N(C(C1=C(C=C2F)F)=O)C2C(NC(CC2)=O)=O)=O 4-((1R,5S)-3,8-diazabicyclo[3.2.1]octane-8-yl)-2-(2,6-dioxopiperidin-3-yl)-5,7-difluoroisoindoline-1,3-dione